The molecule is an amino trisaccharide consisting of alpha-L-fucopyranose, beta-D-galactopyranose and 2-acetamido-2-deoxy-D-glucopyranose residues joined in sequence by (1->2) and (1->4) glycosidic bonds. It is a member of acetamides and an amino trisaccharide. It derives from an alpha-L-Fucp-(1->2)-beta-D-Galp. C[C@H]1[C@H]([C@H]([C@@H]([C@@H](O1)O[C@@H]2[C@H]([C@H]([C@H](O[C@H]2O[C@H]3[C@H](OC([C@@H]([C@H]3O)NC(=O)C)O)CO)CO)O)O)O)O)O